C1(CCC1)C1=CC(=C(C(=O)N2CCC(CC2)C2=C(C#N)C=CC=C2)C=C1C1=NN(C(N1)CC)C)C (1-(4-cyclobutyl-5-(5-ethyl-N-methyl-4H-1,2,4-triazol-3-yl)-2-methylbenzoyl)piperidin-4-yl)benzonitrile